O=C1NC2=CC(=CC=C2C=C1C(=O)O)C1=NN=NN1 2-oxo-7-(1H-tetrazol-5-yl)-1,2-dihydroquinoline-3-carboxylic acid